NC=1N=C(SC1)C1=CC=C(C#N)C=C1 4-(4-aminothiazol-2-yl)benzonitrile